(3S,4S,5S,6R)-3-(fluoromethyl)-6-(hydroxymethyl)tetrahydro-2H-pyran-2,3,4,5-tetraol FC[C@]1(C(O[C@@H]([C@H]([C@@H]1O)O)CO)O)O